OC1=C(C=C(C=C1)C1=COC2=C3C(=C(C(=C2C1=O)O)C=CC(C)=C)OC(C=C3)(C)C)[O-] 2-hydroxy-5-(5-hydroxy-6-isoprenyl-8,8-dimethyl-4-oxopyrano[2,3-h]chromen-3-yl)phenolate